4-allyl-benzophenone C(C=C)C1=CC=C(C(=O)C2=CC=CC=C2)C=C1